1-(2-chloro-6-fluorophenyl)ethanone ClC1=C(C(=CC=C1)F)C(C)=O